tert-butyl N-tert-butoxycarbonyl-N-((trans-3-(3-cyclopropyl-4-(7-(3-hydroxyazetidin-1-yl)quinoxalin-2-yl)pyrazol-1-yl)cyclobutyl)methyl)carbamate C(C)(C)(C)OC(=O)N(C(OC(C)(C)C)=O)C[C@@H]1C[C@H](C1)N1N=C(C(=C1)C1=NC2=CC(=CC=C2N=C1)N1CC(C1)O)C1CC1